2-chloro-9-(4-methoxybicyclo[2.2.2]octan-1-yl)-7-methyl-7,9-dihydro-8H-purin-8-one ClC1=NC=C2N(C(N(C2=N1)C12CCC(CC1)(CC2)OC)=O)C